6-(8-chloro-7-fluoronaphthalen-1-yl)-7-fluoro-3-(2,7-diazaspiro[3.5]nonan-7-yl)isothiazolo[4,3-c]pyridine ClC=1C(=CC=C2C=CC=C(C12)C1=C(C=2C(C=N1)=C(SN2)N2CCC1(CNC1)CC2)F)F